C(C=C)(=O)N1CC(CCC1)C=1N=C(N2C(=NC=CC21)N)C2=CC=C(C=N2)OC=2C=C(C#N)C=CN2 2-((6-(1-(1-acryloylpiperidin-3-yl)-5-aminoimidazo[1,5-c]pyrimidin-3-yl)pyridin-3-yl)oxy)isonicotinonitrile